2-((1-methyl-1H-imidazol-5-yl)methyl)-5-((4-(4-(trifluoromethyl)piperidin-1-yl)phenyl)amino)isoindolin-1-one CN1C=NC=C1CN1C(C2=CC=C(C=C2C1)NC1=CC=C(C=C1)N1CCC(CC1)C(F)(F)F)=O